CN1CC(C(=O)N)=C(C=C1)[C@H]1CN(CC1)OCC1=CC=C(C=C1)C1=CC=C(C=C1)C(C)N1CCN(CC1)C (3S,4S)-1-methyl-4-((4'-(1-(4-methylpiperazin-1-yl)ethyl)-[1,1'-biphenyl]-4-yl)methoxypyrrolidin-3-yl)-nicotinamide